5-(4-fluorophenyl)-4-oxo-N-[4-[(6-piperazin-1-yl-1,7-naphthyridin-4-yl)oxy]phenyl]-1H-pyridine-3-carboxamide FC1=CC=C(C=C1)C=1C(C(=CNC1)C(=O)NC1=CC=C(C=C1)OC1=CC=NC2=CN=C(C=C12)N1CCNCC1)=O